ClCCN1C=C(C2=CC=CC=C12)C1=C[N+](=C2N(C1=O)C=CC=C2)CCC#N 3-(1-(2-chloroethyl)-1H-indol-3-yl)-1-(2-cyanoethyl)-4-oxo-4H-pyrido[1,2-a]pyrimidinium